(S)-1-((8-((3-bromo-2-methylphenyl)amino)-1,7-naphthyridin-3-yl)methyl)3-methylpyrrolidin-3-ol BrC=1C(=C(C=CC1)NC=1N=CC=C2C=C(C=NC12)CN1C[C@](CC1)(O)C)C